Ammonium 4-{6-[(1-{[4-(propan-2-yl)phenyl]carbamoyl}-D-prolyl)amino]pyridin-3-yl}benzoate CC(C)C1=CC=C(C=C1)NC(=O)N1[C@H](CCC1)C(=O)NC1=CC=C(C=N1)C1=CC=C(C(=O)[O-])C=C1.[NH4+]